C(#N)CN1C(=[N+](C(=C1)C([O-])=S)C([O-])=S)C([O-])=S N-cyanomethylimidazoliumtrithiate